ClC1=C(C(=O)OCC)C=C(C(=C1)F)[N+](=O)[O-] ethyl 2-chloro-4-fluoro-5-nitro-benzoate